ClC=1C=CC(=NC1)S(=O)(=O)N1C[C@@H]([C@@](C1)([C@@H](C)O)O)OC1=CC(=C(C#N)C=C1)F 4-(((3s,4r)-1-((5-chloropyridin-2-yl)sulfonyl)-4-hydroxy-4-((R)-1-hydroxyethyl)pyrrolidin-3-yl)oxy)-2-fluorobenzonitrile